BrC=1N=NC=CC1 3-bromo-pyridazine